2-Bromo-4-(cyclopentylmethylsulfonyl)-1-methoxybenzene BrC1=C(C=CC(=C1)S(=O)(=O)CC1CCCC1)OC